N1C(NC2=NC=CC=C21)=O 1,3-dihydro-imidazo[4,5-b]pyridine-2-one